2-(4-(hydroxymethyl)tetrahydro-2H-pyran-4-carboxamido)-9-(5,6,7,8-tetrahydro-1,8-naphthyridin-2-yl)nonanoic acid OCC1(CCOCC1)C(=O)NC(C(=O)O)CCCCCCCC1=NC=2NCCCC2C=C1